Methyl 8-ethoxy-2-(1-methyl-2-oxabicyclo[2.2.1]heptan-4-yl)imidazo[1,2-a]pyrazine-6-carboxylate C(C)OC=1C=2N(C=C(N1)C(=O)OC)C=C(N2)C21COC(CC2)(C1)C